ClC1=CC=C(/C=C/C=2NC=CN2)C=C1 (E)-2-(4-chlorostyryl)-1H-imidazole